4-[5-(4-Chloro-benzyl)-1-methyl-1H-[1,2,4]triazol-3-yl]-1-phenethyl-piperidine ClC1=CC=C(CC2=NC(=NN2C)C2CCN(CC2)CCC2=CC=CC=C2)C=C1